FC=1C=C(C=CC1)C (R)-5-fluoro-3-methylbenzene